BrC1=NN(C2=CC(=CC=C12)NC1CCN(CC1)C(=O)OC(C)(C)C)C tert-butyl 4-((3-bromo-1-methyl-1H-indazol-6-yl)amino)piperidine-1-carboxylate